ClC=1C=C(C=CC1OC)NC(=O)N1C2CCC1CC=1N=CN=CC12.[Ir] iridium (l)(±)-N-(3-chloro-4-methoxyphenyl)-6,7,8,9-tetrahydro-5H-5,8-epiminocyclohepta[d]-pyrimidine-10-carboxamide